C1=CC2=C(C=C1O)C(=CN2)CC(=O)O 5-hydroxyindoleacetate